3-(3-fluoro-4-methoxybenzyl)-1-(4-fluorobenzyl)-1-((1-methylpiperidin-4-yl)methyl)urea FC=1C=C(CNC(N(CC2CCN(CC2)C)CC2=CC=C(C=C2)F)=O)C=CC1OC